2,6-dimethyl-hexadecyloxybenzene CC(COC1=CC=CC=C1)CCCC(CCCCCCCCCC)C